trivinyl-ethynyl-silane C(=C)[Si](C#C)(C=C)C=C